COC1=CC=C(CN2C(C(CCC2=O)N2C(C3=CC=C(C=C3C2)C2=NN(C(=C2)C(F)(F)F)C2OCCCC2)=O)=O)C=C1 (4-methoxybenzyl)-3-(1-oxo-5-(1-(tetrahydro-2H-pyran-2-yl)-5-(trifluoromethyl)-1H-pyrazol-3-yl)isoindolin-2-yl)piperidine-2,6-dione